5,11-dimethyl-5,11-dihydro-6H-benzo[e]pyrimidino[5,4-b][1,4]diazepin-6-one CN1C2=C(N(C3=C(C1=O)C=CC=C3)C)N=CN=C2